[Br].C1CCOS1(=O)=O 3-propanesultone bromine